4-((3-(3-(4-bromobenzyl)-1-(4-chlorophenyl)-2,5-dioxoimidazolin-4-yl)propanamido)methyl)-N-hydroxybenzamide BrC1=CC=C(CN2C(N(C(C2CCC(=O)NCC2=CC=C(C(=O)NO)C=C2)=O)C2=CC=C(C=C2)Cl)=O)C=C1